(3S)-2-(2-(3-acetyl-5-(2-methylpyrimidin-5-yl)-1H-indazol-1-yl)acetyl)-N-(3-bromo-6-(methoxymethyl)pyridin-2-yl)-5-(methoxymethyl)-2-azabicyclo[3.1.0]hexane-3-carboxamide C(C)(=O)C1=NN(C2=CC=C(C=C12)C=1C=NC(=NC1)C)CC(=O)N1C2CC2(C[C@H]1C(=O)NC1=NC(=CC=C1Br)COC)COC